7-fluoro-1-((1s,4s)-4-isopropylcyclohexyl)-1,2-dihydro-3H-spiro[isoquinoline-4,4-piperidin]-3-one FC1=CC=C2C(=C1)C(NC(C21CCNCC1)=O)C1CCC(CC1)C(C)C